FC1=C(C=C(C=C1)F)NC1=NC=C(C(=N1)NC1=CC=C2CCNCC2=C1)C=1C=NN(C1)CC(C)C N2-(2,5-difluorophenyl)-5-(1-isobutyl-1H-pyrazol-4-yl)-N4-(1,2,3,4-tetrahydroisoquinolin-7-yl)pyrimidine-2,4-diamine